6-chloro-N-(6-methoxy-1-methyl-1H-pyrazolo[4,3-c]pyridin-7-yl)pyridine-3-sulfonamide ClC1=CC=C(C=N1)S(=O)(=O)NC=1C2=C(C=NC1OC)C=NN2C